C(C)(C)(C)OC(=O)N1[C@H]2C[C@H]2C[C@@H]1COC1=NC(=CC=C1[N+](=O)[O-])OC (1S,3R,5S)-3-{[(6-methoxy-3-nitropyridin-2-yl)oxy]methyl}-2-azabicyclo[3.1.0]hexane-2-carboxylic acid tert-butyl ester